3-(tert-butyl)2-methyl-octane-2,3-dicarboxylic acid C(C)(C)(C)C(C(C)(C(=O)O)C)(CCCCC)C(=O)O